2-(pyrrolidin-1-yl)-N-((2-(trifluoromethyl)pyridin-3-yl)methyl)pyrido[2,3-d]pyrimidin-4-amine N1(CCCC1)C=1N=C(C2=C(N1)N=CC=C2)NCC=2C(=NC=CC2)C(F)(F)F